6-chloro-3-(((1R)-1-(2-cyano-7-methyl-3-(spiro[bicyclo[2.2.1]heptane-2,3'-pyrrolidin]-1'-yl)quinoxalin-5-yl)ethyl)amino)picolinic acid ClC1=CC=C(C(=N1)C(=O)O)N[C@H](C)C1=C2N=C(C(=NC2=CC(=C1)C)C#N)N1CC2(CC1)C1CCC(C2)C1